BrC1=C(C=CC(=C1)SC(CCC1=CC=CC=C1)CC)OC 2-Bromo-4-(1-ethyl-3-phenyl-propyl)thio-1-methoxybenzene